FC1=CC=C(CN(C(CC)=O)C2CCN(CC2)CCC2=CC=CC=C2)C=C1 N-(4-fluorobenzyl)-N-(1-phenethylpiperidin-4-yl)propionamide